tert-butyl 7-(2-(allyloxy)ethyl)-3,4-dihydro-1,8-naphthyridine-1(2H)-carboxylate C(C=C)OCCC1=CC=C2CCCN(C2=N1)C(=O)OC(C)(C)C